CN(C=1C=CC=2C3(C4=CC=C(C=C4OC2C1)N(C)C)OC(C1=CC=C(C=C13)C(=O)NCCOCCN(C(C)C)O)=O)C 3',6'-Bis(dimethylamino)-N-(2-(2-(hydroxy(isopropyl)amino)ethoxy)ethyl)-3-oxo-3H-spiro[isobenzofuran-1,9'-xanthene]-6-carboxamide